CCCCCCCCCCCCC(=O)OC[C@H](COP(=O)(O)OC[C@H](CO)O)OC(=O)CCCCCCC/C=C\C/C=C\CCCCC 1-tridecanoyl-2-(9Z,12Z-octadecadienoyl)-glycero-3-phospho-(1'-sn-glycerol)